N-(1H-benzo[d]imidazol-6-yl)-2-phenylacetamide N1C=NC2=C1C=C(C=C2)NC(CC2=CC=CC=C2)=O